FC1C(N(C2=CC(=CC=C2C1(C)C)C(=O)NC1=NC(=CC=C1)C1=NN=CN1C(C)C)C)=O fluoro-N-(6-(4-isopropyl-4H-1,2,4-triazol-3-yl)pyridin-2-yl)-1,4,4-trimethyl-2-oxo-1,2,3,4-tetrahydroquinoline-7-carboxamide